1-[(5-bromo-1-ethyl-1H-pyrazol-4-yl)methyl]-5-iodo-4-(trimethylsilyl)-1H-1,2,3-triazole BrC1=C(C=NN1CC)CN1N=NC(=C1I)[Si](C)(C)C